ON=C1C(N(CCC1)C(=O)OCCCC)CO[C@@H]1CC[C@@H](CC1)C1=CC=CC=C1 butyl 3-(hydroxyimino)-2-({[(CIS)-4-phenylcyclohexyl]oxy}methyl)piperidine-1-carboxylate